BrC1=CC=C2C3(CC=4C(=NOC4C2=C1)N)CC3 8'-bromo-4'H-spiro[cyclopropane-1,5'-naphtho[2,1-d][1,2]oxazol]-3'-amine